bis(2,2,2-trifluoroethyl) methylphosphonate CP(OCC(F)(F)F)(OCC(F)(F)F)=O